BrC=1C=C(C=NC1)C1=NC=2N(C(=C1)N[C@@H]1CCC=3NC4=CC=CC=C4C3C1)N=CC2C(C)C (3R)-N-[5-(5-bromo-3-pyridinyl)-3-isopropyl-pyrazolo[1,5-a]Pyrimidin-7-yl]-2,3,4,9-tetrahydro-1H-carbazol-3-amine